[Cu].O=S.[Yb].[Ni] nickel-ytterbium oxysulfide copper